(1S,2R)-2-((S)-8-fluoro-5H-imidazo[5,1-a]isoindol-5-yl)cyclobutan-1-ol FC1=CC=C2[C@@H](N3C(C2=C1)=CN=C3)[C@@H]3[C@H](CC3)O